1-(2-Deoxy-2-fluoro-β-D-arabinofuranosyl)uracil F[C@@H]1[C@@H](O[C@@H]([C@H]1O)CO)N1C(=O)NC(=O)C=C1